ClC1=CC(=NC=N1)N(C(OC(C)(C)C)=O)CC=1N=C2N(C=C(C=C2)C2CC2)C1 tert-butyl (6-chloropyrimidin-4-yl)((6-cyclopropylimidazo[1,2-a]pyridin-2-yl)methyl)carbamate